[Al].[Ca].[Sn].[Pb] lead-tin-calcium-aluminum